ClC1=C(C=2N=C(N=C(C2C=N1)N1C[C@H]2CC[C@@H](C1)N2C(=O)OC(C)(C)C)OC[C@@]21CCCN1[C@H]1[C@@H](C2)C1)F tert-butyl (1R,5S)-3-(7-chloro-8-fluoro-2-(((1aR,5aR-6aR)-hexahydrocyclopropa[b]pyrrolizin-5a(3H)-yl) methoxy) pyrido[4,3-d]pyrimidin-4-yl)-3,8-diazabicyclo[3.2.1]octane-8-carboxylate